[Ni].[Y] yttrium-nickel